N-(7-((2R,3R,4S,5R)-5-fluoro-3,4-dihydroxy-5-(iodomethyl)tetrahydrofuran-2-yl)-7H-pyrrolo[2,3-d]pyrimidin-4-yl)benzamide Triammonium phosphat P(=O)([O-])([O-])[O-].[NH4+].[NH4+].[NH4+].F[C@]1([C@H]([C@H]([C@@H](O1)N1C=CC2=C1N=CN=C2NC(C2=CC=CC=C2)=O)O)O)CI